tert-butyl N-[2-[2-(2-aminoethoxy)ethoxy]ethyl]-N-methyl-carbamate NCCOCCOCCN(C(OC(C)(C)C)=O)C